(5-chloro-3-fluoropyridin-2-yl)-2-methylpropylamine ClC=1C=C(C(=NC1)NCC(C)C)F